C(CCCCCCCCCCC)C1=C(C=CC=C1)C(Br)(C1=C(C=CC=C1)CCCCCCCCCCCC)C1=C(C=CC=C1)CCCCCCCCCCCC tris(dodecylphenyl)bromomethane